N-ethyl-N-((1R,4S)-1-methyl-7-(trifluoromethyl)isochroman-4-yl)-2-nitrobenzenesulfonamide C(C)N(S(=O)(=O)C1=C(C=CC=C1)[N+](=O)[O-])[C@@H]1CO[C@@H](C2=CC(=CC=C12)C(F)(F)F)C